3-iodo-2-(trifluoromethyl)-6,7-dihydro-5H-cyclopenta[b]pyridin-4-amine IC=1C(=C2C(=NC1C(F)(F)F)CCC2)N